ClC=1C=C(C=NC1OC(F)F)NC(=O)NC1=C(C=2N(N=C1)C=C(N2)C)[C@H](C)OC (S)-N-(5-chloro-6-(difluoromethoxy)pyridin-3-yl)-N'-(8-(1-methoxyethyl)-2-methylimidazo[1,2-b]pyridazin-7-yl)urea